2-methylnaphthalene bromide [Br-].CC1=CC2=CC=CC=C2C=C1